P(=O)(OCC(OCCOCCOC)(CC)CC)([O-])[O-] diethyl(2-(2-(2-methoxyethoxy)ethoxy)ethyl) phosphate